COC=1C=C(C=CC1OC)\C=C\C(=O)C1=C(C=C(C=C1)OC(C)=O)O 3,4-Dimethoxy-2'-hydroxy-4'-acetoxychalcone